(dimethylamino)-1H-1,2,3-triazol CN(C)N1N=NC=C1